2-[(2,4-difluorophenyl)amino]-1,4-dimethyl-1H-1,3-benzodiazol FC1=C(C=CC(=C1)F)NC1=NC2=C(N1C)C=CC=C2C